1-(4-(4-(6-(2-aminopyridin-4-yl)quinazolin-4-yl)phenyl)piperazin-1-yl)ethan-1-one NC1=NC=CC(=C1)C=1C=C2C(=NC=NC2=CC1)C1=CC=C(C=C1)N1CCN(CC1)C(C)=O